C1(CC1)C1=CNC=2C1=NC(=CC2CN2C[C@H](CCC2)C)C(=O)N 3-cyclopropyl-7-(((S)-3-methylpiperidin-1-yl)methyl)-1H-pyrrolo[3,2-b]pyridine-5-carboxamide